NCC(=O)N1[C@@H](CCC1)C(=O)O Glycyl-L-Prolin